C1(CCC1)NC(COC1=CC(=C(C(=C1)Cl)CC1=CC(=C(C=C1)O)C(C)C)Cl)=O N-cyclobutyl-2-(3,5-dichloro-4-(4-hydroxy-3-isopropylbenzyl)phenoxy)acetamide